ClC1=CC=C(C=C1)C=1C(N(C=C2C1N=C(N=C2)OCC)C2=CC1=CN(N=C1C=C2)C)=O 8-(4-chlorophenyl)-2-ethoxy-6-(2-methyl-2H-indazol-5-yl)pyrido[4,3-d]pyrimidin-7(6H)-one